N1C=C(C2=CC=CC=C12)C[C@@H](CCCC)NC(=O)C1=CN=C(S1)N1CCN(CC1)C (R)-N-(1-(1H-indol-3-yl)hex-2-yl)-2-(4-methylpiperazin-1-yl)thiazole-5-carboxamide